4-(4-((5-cyclopropyl-3-(2,6-dichlorophenyl)isoxazol-4-yl)methoxy)piperidin-1-yl)-2-fluorobenzohydrazide hydrochloride Cl.C1(CC1)C1=C(C(=NO1)C1=C(C=CC=C1Cl)Cl)COC1CCN(CC1)C1=CC(=C(C(=O)NN)C=C1)F